ethyl bromoacetate (3-ethyl bromopropionate) C(C)CC(C(=O)O)Br.BrCC(=O)OCC